SCCC[Si](OC)(OC)C 3-Mercapto-propyl-methyldimethoxysilan